C(C=C)[Si](O[Si](CC=C)(C)C)(C)C 1,3-diallyl-tetramethyl-disiloxane